allyl-ammonium phosphate salt P(=O)([O-])([O-])[O-].C(C=C)[NH3+].C(C=C)[NH3+].C(C=C)[NH3+]